(4'-(hept-6-yn-1-yloxy)-[1,1'-biphenyl]-4-yl)carbamic acid tert-butyl ester C(C)(C)(C)OC(NC1=CC=C(C=C1)C1=CC=C(C=C1)OCCCCCC#C)=O